N1=CC=C(C=C1)CCCCCl (4-pyridyl)-butyl chloride